O1N(CCCC1)C=1C=C2C(=CC=NC2=CC1)C(=O)OCC ethyl 6-(1,2-oxazinan-2-yl)quinoline-4-carboxylate